7-(diethylamino)-2-oxobenzopyran-3-carboxylic acid C(C)N(C1=CC2=C(C=C(C(O2)=O)C(=O)O)C=C1)CC